C=CC propylen